FC1=C(C(=O)N)C(=CC(=C1)C1=C(C=C(C(=C1)NC(C1=C(C=C(C=C1)F)C(F)(F)F)=O)N1C[C@H](N(CC1)C)C)F)F 2,6-difluoro-4-[2-fluoro-5-[[4-fluoro-2-(trifluoromethyl)benzoyl]amino]-4-[(3R)-3,4-dimethylpiperazin-1-yl]phenyl]benzamide